1,5-cyclooctadiene nickel [Ni].C1=CCCC=CCC1